C(C)OC[C@@]1(CN(CC1)C(C)(C)C=1C=CC(=NC1)C)CCC1=NC=CC=C1 (S)-5-(2-(3-(ethoxymethyl)-3-(2-(pyridin-2-yl)ethyl)pyrrolidin-1-yl)propan-2-yl)-2-methylpyridine